The molecule is an amido disaccharide comprising 4,6-dideoxy-4-(2-methoxypropanamido)-3-C-methyl-2-O-methyl-L-mannopyranose linked through the anomeric carbon to the 3-hydroxy group of L-fucose. It derives from a L-fucopyranose. C[C@H]1[C@H]([C@H]([C@@H](C(O1)O)O)OC2[C@@H]([C@]([C@H]([C@@H](O2)C)NC(=O)C(C)OC)(C)O)OC)O